C(C)N1C=2C3=CN=C(C(O[C@@H](C4=CC(=CC=C4C=4SC=NC4CC2N=N1)F)C)=C3)N (19R)-3-ethyl-16-fluoro-19-methyl-20-oxa-11-thia-3,4,5,9,23-pentaazapentacyclo[19.3.1.02,6.08,12.013,18]pentacosa-1(24),2(6),4,8(12),9,13,15,17,21(25),22-decaen-22-amine